C1(CC1)C=1N=NN(C1)[C@H](C(=O)N1[C@@H](C[C@H](C1)O)C(=O)NCCCC=1SC(=NN1)C)C(C)(C)C (2S,4r)-1-[(2S)-2-(4-cyclopropyltriazol-1-yl)-3,3-dimethyl-butyryl]-4-hydroxy-N-[3-(5-methyl-1,3,4-thiadiazol-2-yl)propyl]pyrrolidine-2-carboxamide